3-(1-thioxo-6-((4-(2-(trifluoromethyl)phenyl)piperidin-1-yl)methyl)isoindolin-2-yl)piperidine-2,6-dione S=C1N(CC2=CC=C(C=C12)CN1CCC(CC1)C1=C(C=CC=C1)C(F)(F)F)C1C(NC(CC1)=O)=O